(5S,6S,8R)-8-(4-chloro-3-cyano-5-fluoro-2-methylphenyl)-3,6-difluoro-5-hydroxy-5,6,7,8-tetrahydronaphthalene-1-carbonitrile ClC1=C(C(=C(C=C1F)[C@H]1C[C@@H]([C@H](C=2C=C(C=C(C12)C#N)F)O)F)C)C#N